ClC=1SC(=CN1)C[N+]1=C2N(C(C(=C1)C1SCC(S1)C)=O)C=CC=C2 1-((2-chlorothiazol-5-yl)methyl)-3-(4-methyl-1,3-dithiolan-2-yl)-4-oxo-4H-pyrido[1,2-a]pyrimidinium